N1C(=CC=2CCCCC12)C(=O)N 4,5,6,7-tetrahydro-1H-indole-2-carboxamide